stannine [SnH]1=CC=CC=C1